2-(2-furyl)-2-methyl-4-trimethylsiloxy-5-amino-3(2H)-furanone O1C(=CC=C1)C1(OC(=C(C1=O)O[Si](C)(C)C)N)C